CC1=C(C(=O)[O-])C=CC(=N1)C 2,6-dimethylnicotinate